C(C1=CC=CC=C1)N1C[C@H]([C@@H](CC1)C(=O)N1CCC(CC1)(O)CN1C=NC2=C(C1=O)C=CS2)C2=CC=CC=C2 3-[[1-[(3R,4R)-1-benzyl-3-phenyl-piperidine-4-carbonyl]-4-hydroxy-4-piperidinyl]methyl]thieno[2,3-d]pyrimidin-4-one